(S)-6-(3-fluoropyrrolidin-1-yl)quinoline-4-carboxylic acid F[C@@H]1CN(CC1)C=1C=C2C(=CC=NC2=CC1)C(=O)O